C(C)C(CO)CC(CC)O 2-ethylhexane-1,4-diol